BrC=1C=C(C=CC1)CC(C)(C)NC=1C=NC(=CC1)[N+](=O)[O-] N-[2-(3-bromophenyl)-1,1-dimethyl-ethyl]-6-nitro-pyridin-3-amine